C(C1=CC=CC=C1)OC=1C(=C(C(=CC1)C)C1=CC(=NC2=C1N=CN=C2N(C(OC(C)(C)C)=O)CC2=C(C=C(C=C2)OC)OC)Cl)C tert-butyl (8-(3-(benzyloxy)-2,6-dimethylphenyl)-6-chloropyrido[3,2-d]pyrimidin-4-yl)(2,4-dimethoxybenzyl)carbamate